COCC1[C@H]2CNC[C@@H](C1)N2C(=O)OC(C)(C)C tert-butyl (1R,5S)-6-(methoxymethyl)-3,8-diazabicyclo[3.2.1]octane-8-carboxylate